2-trityl-1,2,3,5-tetrahydropyrrolo[3,4-c]pyrrole C(C1=CC=CC=C1)(C1=CC=CC=C1)(C1=CC=CC=C1)N1CC2=CNC=C2C1